(9-bromo-8-methoxy-1-(thiophen-2-yl)-5,6-dihydroimidazo[5,1-a]isoquinolin-3-yl)((S)-2-methyl-2-((R)-3,3,3-trifluoro-1-hydroxypropyl)pyrrolidin-1-yl)methanone BrC1=C(C=C2CCN3C(C2=C1)=C(N=C3C(=O)N3[C@@](CCC3)([C@@H](CC(F)(F)F)O)C)C=3SC=CC3)OC